1,1-dimethoxy-2-methylsulfanyl-ethane COC(CSC)OC